1-(piperidin-4-yl)-2-(trifluoromethyl)-1H-benzo[d]imidazole trifluoroacetate FC(C(=O)O)(F)F.N1CCC(CC1)N1C(=NC2=C1C=CC=C2)C(F)(F)F